(+)-(S)-ethyl 2-(2-((7-(2-((1,1-dimethylethylsulfinamido)methyl)pyridin-4-yl)-3-(trifluoromethyl)benzofuran-5-yl)methoxy)-4-methoxyphenyl)acetate CC(C)([S@](=O)NCC1=NC=CC(=C1)C1=CC(=CC=2C(=COC21)C(F)(F)F)COC2=C(C=CC(=C2)OC)CC(=O)OCC)C